3-(Trans-4-(2-((R)-4-(2,3-dichloro-4-methylphenyl)-3-methylpiperazin-1-yl)ethyl)cyclohexyl)-1,1-dimethylurea ClC1=C(C=CC(=C1Cl)C)N1[C@@H](CN(CC1)CC[C@@H]1CC[C@H](CC1)NC(N(C)C)=O)C